3a-(3,4-dimethoxyphenyl)-1-methyl-2,3,7,7a-tetrahydroindol-6-one COC=1C=C(C=CC1OC)C12CCN(C2CC(C=C1)=O)C